[13NH3] The molecule is a (13)N-modified compound that is ammonia that has a (13)N isotope as the nitrogen atom. (13)N decays with a half-life of ten minutes to (13)C, emitting a positron. Used in diagnostic Positron Emission Tomography (PET) imaging. It has a role as a radioactive imaging agent.